ClC1=CC(=C(COC2=NC=CC(=N2)N2CC3=C(C2)CN(C3)CC3=NC=2C(=NC(=CC2)C(=O)O)N3CCOC)C=C1)F 2-((5-(2-((4-chloro-2-fluorobenzyl)oxy)pyrimidin-4-yl)-3,4,5,6-tetrahydropyrrolo[3,4-c]pyrrol-2(1H)-yl)methyl)-3-(2-methoxyethyl)-3H-imidazo[4,5-b]pyridine-5-carboxylic acid